N1(CCC1)[C@@H](COC)C1=NC(=NN1)C=1N(C2=C(C(=C(C=C2C1N1C=NC=C1)OC)Cl)F)C (R)-2-(5-(1-(azetidin-1-yl)-2-methoxyethyl)-1H-1,2,4-triazol-3-yl)-6-chloro-7-fluoro-3-(1H-imidazol-1-yl)-5-methoxy-1-methyl-1H-indole